Cyclohept-2-en-1-yl acetate C(C)(=O)OC1C=CCCCC1